2-(azetidin-3-yl)-N-(4-chloro-2-fluorophenyl)acetamide N1CC(C1)CC(=O)NC1=C(C=C(C=C1)Cl)F